C1(=CC=CC=C1)C=1NOC(N1)=O 3-phenyl-1,2,4-oxadiazol-5-one